[(1R,5R,6S)-6-(Aminomethyl)bicyclo[3.2.0]hept-6-yl]acetic acid NC[C@]1([C@@H]2CCC[C@@H]2C1)CC(=O)O